C(C=C)(=O)O.C1(=CC=CC=C2C=CC=CC=C12)C1=CC=CC=C2C=CC=CC=C12 biheptalenyl acrylate